C(#N)C=1C=C(C=CC1)NC(N(C=1C=NC(=NC1)OC)CC1=NNC(=C1)C(F)F)=O (3-Cyanophenyl)-1-((5-(difluoromethyl)-1H-pyrazol-3-yl)methyl)-1-(2-methoxypyrimidin-5-yl)urea